[N+](=O)([O-])C1=NN(C=C1)C1CCOCC1 nitro-1-(tetrahydro-2H-pyran-4-yl)-1H-pyrazole